C(C)(C)(C)C1=CC(=NC=C1)N1C2=CC=CC=C2C=2C=CC=CC12 9-(4-(tert-butyl)pyridin-2-yl)-9H-carbazol